NC(C(C)(C)C1=CC=C(C=C1)CC(C(=O)OC(C)(C)C)(C)C)=O tert-butyl 3-(4-(1-amino-2-methyl-1-oxopropan-2-yl) phenyl)-2,2-dimethylpropionate